P1(=O)(OOO1)OC oxy methyl phosphate